CC(C(C(=O)N)N(C(=O)N1C[C@]2(CN(CO2)C(C=C)=O)CC1)C)C 3-methyl-2-{methyl[(5R)-3-(prop-2-enoyl)-1-oxa-3,7-diazaspiro[4.4]nonan-7-yl]carbonylamino}butanamide